NC=1C=CC(=C(C1)C=1C2=C(C(N(C1)C)=O)N(C=C2)S(=O)(=O)CC2=CC=CC=C2)OC2=C(C=C(C=C2)F)F 4-(5-amino-2-(2,4-difluorophenoxy)phenyl)-6-methyl-1-toluenesulfonyl-1,6-dihydro-7H-pyrrolo[2,3-c]pyridin-7-one